6-(4-((4-(1H-pyrazol-4-yl)phenyl)amino)-5-fluoropyrimidin-2-yl)-N-methyl-N-(2,2,2-trifluoroethyl)-1H-indole-2-carboxamide N1N=CC(=C1)C1=CC=C(C=C1)NC1=NC(=NC=C1F)C1=CC=C2C=C(NC2=C1)C(=O)N(CC(F)(F)F)C